4-(1-benzyl-1H-pyrazol-4-yl)-3-fluoroaniline C(C1=CC=CC=C1)N1N=CC(=C1)C1=C(C=C(N)C=C1)F